N=C1NC(NC(O1)=O)=O 6-(imino)-1,3,5-oxadiazine-2,4-dione